IC=1C=CC=C2C=C(C=CC12)[N+](=O)[O-] 8-iodo-3-nitro-naphthalene